C(C1=CC=CC=C1)ON=C1CNC(CC1)C(F)(F)F N-(benzyloxy)-6-(trifluoromethyl)piperidin-3-imine